N-(6-bromobenzo[d]thiazol-2-yl)-4-(2-methoxyphenyl)-6-methylnicotinamide BrC1=CC2=C(N=C(S2)NC(C2=CN=C(C=C2C2=C(C=CC=C2)OC)C)=O)C=C1